C1(=CC=C(C=C1)N(C1=CC=2C(C=3C=CC=C(C3C2C=C1)N(C1=CC=C(C=C1)C1=CC=CC=C1)C1=CC=C(C=C1)C1=CC=CC=C1)(C1=CC=CC=C1)C1=CC=CC=C1)C1=C(C=CC=C1)C1=CC=CC=C1)C1=CC=CC=C1 N*2*,N*5*,N*5*-Trisbiphenyl-4-yl-N*2*-biphenyl-2-yl-9,9-diphenyl-9H-fluorene-2,5-diamine